CN1N=CC=2C1=NC=NC2SCC(=O)C=2SC(=CN2)CNC(C(C)(C)C)=O N-((2-(2-((1-methyl-1H-pyrazolo[3,4-d]pyrimidin-4-yl)thio)acetyl)thiazol-5-yl)methyl)pivalamide